6,3'-dimethoxy-flavone COC=1C=C2C(C=C(OC2=CC1)C1=CC(=CC=C1)OC)=O